C(C)(=O)OC1(CCN(CC1)CC1=C(C=C(C=C1C)N1CC(C1)C1=C(C=CC=C1Cl)Cl)C)C [1-[[4-[3-(2,6-dichlorophenyl) azetidin-1-yl]-2,6-dimethyl-phenyl] methyl]-4-methyl-4-piperidinyl] acetate